N(=[N+]=[N-])CCC(=O)C(C[C@H](N)C(=O)[O-])C(=O)[O-] gamma-3-azidopropionyl-L-glutamate